FC=1C=C(CN2C(C3=CC=C(C=C3CC2)OC2=C(C=C(C=C2Cl)[N+](=O)[O-])Cl)=O)C=C(C1)F (3,5-difluorobenzyl)-6-(2,6-dichloro-4-nitrophenoxy)-3,4-dihydroisoquinolin-1(2H)-one